(S)-methyl 3-(2-(3-(tert-butoxycarbonylamino)-benzamido)acetamido)-2-(3,5-dimethylisoxazole-4-carboxamido)propanoate C(C)(C)(C)OC(=O)NC=1C=C(C(=O)NCC(=O)NC[C@@H](C(=O)OC)NC(=O)C=2C(=NOC2C)C)C=CC1